2-allyl-1-(6-(2-methoxypropan-2-yl)pyridin-2-yl)-6-((4-(5-methylhexahydropyrrolo[3,4-c]pyrrol-2(1H)-yl)-phenyl)amino)-1H-pyrazolo[3,4-d]pyrimidin-3(2H)-one C(C=C)N1N(C2=NC(=NC=C2C1=O)NC1=CC=C(C=C1)N1CC2CN(CC2C1)C)C1=NC(=CC=C1)C(C)(C)OC